N2-(4-methoxy-3-((1-propylpyrrolidin-3-yl)methoxy)phenyl)-N4-methylpyrimidine-2,4-diamine COC1=C(C=C(C=C1)NC1=NC=CC(=N1)NC)OCC1CN(CC1)CCC